ClC1=CC2=C(N=C(O2)N(C(C)C2=NC=CN=C2C2=NC=CC=N2)CC2CC2)C=C1C(F)(F)F 6-chloro-N-(cyclopropylmethyl)-N-[1-(3-pyrimidin-2-ylpyrazin-2-yl)ethyl]-5-(trifluoromethyl)-1,3-benzoxazol-2-amine